4-[[(7R)-8-cyclopentyl-7-ethyl-5-methyl-6-oxo-7H-pteridin-2-yl]amino]-3-methoxy-N-[1-[4-(4-piperidyloxy)butyl]-4-piperidyl]benzamide C1(CCCC1)N1[C@@H](C(N(C=2C=NC(=NC12)NC1=C(C=C(C(=O)NC2CCN(CC2)CCCCOC2CCNCC2)C=C1)OC)C)=O)CC